O=C1NC(CCC1N1C(N(C2=C1C=CC(=C2)N2CCN(CC2)[C@H]2C(CN(CC2)C(=O)OC(C)(C)C)(F)F)C)=O)=O tert-butyl (4R)-4-{4-[1-(2,6-dioxopiperidin-3-yl)-3-methyl-2-oxo-1,3-benzodiazol-5-yl]piperazin-1-yl}-3,3-difluoropiperidine-1-carboxylate